tert-butyl 3-[2-[[cis-2-(dimethylamino) cyclobutyl] methoxy]-8-fluoro-7-(3-hydroxy-1-naphthyl) quinazolin-4-yl]-3,8-diazabicyclo[3.2.1]octane-8-carboxylate CN([C@@H]1[C@@H](CC1)COC1=NC2=C(C(=CC=C2C(=N1)N1CC2CCC(C1)N2C(=O)OC(C)(C)C)C2=CC(=CC1=CC=CC=C21)O)F)C